N1=CC(=CC2=CC=CC=C12)C=1C=C2C(=CC=NC2=CC1)NC1=CC(=CC=C1)C(F)(F)F (E)-6-(3-quinolyl)-4-[3-(trifluoromethyl)phenyl]aminoquinoline